CC(C=O)=C(C)C 2,3-dimethylbut-2-en-1-one